N[C@H](CC(=O)OCC1=CC=CC=C1)CSC1=CC=CC=C1 benzyl (R)-3-amino-4-(phenylthio)butanoate